(5-(3-(2-(cyclopropanecarboxamido)imidazo[1,2-a]pyridin-5-yl)-5-methoxyphenyl)furan-2-yl)phosphonic acid C1(CC1)C(=O)NC=1N=C2N(C(=CC=C2)C=2C=C(C=C(C2)OC)C2=CC=C(O2)P(O)(O)=O)C1